ClC1=CC(=C(C=C1)C1=NC(=CC2=C1N=C(N(C2=O)C)C(F)F)[C@H]2C[C@H](OCC2)C2=CC(=NC=C2)OC)F 8-(4-chloro-2-fluoro-phenyl)-2-(difluoromethyl)-6-[(2S,4R)-2-(2-methoxy-4-pyridyl)tetrahydropyran-4-yl]-3-methyl-pyrido[3,4-d]pyrimidin-4-one